FS(C=1C=C(C=C(C1)C(F)(F)F)C1=NN(C=N1)\C=C/C(=O)NNC(CC)=O)(F)(F)(F)F (Z)-3-(3-(3-(pentafluoro-sulfaneyl)-5-(trifluoromethyl)phenyl)-1H-1,2,4-triazol-1-yl)-N'-propionyl-acrylohydrazide